N,3-diphenylquinolin-2-amine C1(=CC=CC=C1)NC1=NC2=CC=CC=C2C=C1C1=CC=CC=C1